6,6,7,7-tetrafluoro-3-oxabicyclo[3.2.0]heptane-2,4-dicarboxylic acid FC1(C2C(OC(C2C1(F)F)C(=O)O)C(=O)O)F